FC=1C=C(C=CC1OC)C1=CN=C2N1C=CN=C2NC=2C(=C(C(=O)N(CC(=O)N1CCOCC1)C)C=CC2)C [3-(3-fluoro-4-methoxy-phenyl)imidazo[1,2-a]pyrazin-8-yl]amino-N,2-dimethyl-N-(2-morpholino-2-oxo-ethyl)benzamide